NC1CCCCCCCCC(=O)N1 10-aminodecanolactam